(Z)-N'-(3-(3-(3-(Pentafluorosulfaneyl)-5-(trifluoromethyl)phenyl)-1H-1,2,4-triazol-1-yl)acryloyl)cyclobutanecarbohydrazide FS(C=1C=C(C=C(C1)C(F)(F)F)C1=NN(C=N1)\C=C/C(=O)NNC(=O)C1CCC1)(F)(F)(F)F